6-iodopyrazine-2-carboxylate IC1=CN=CC(=N1)C(=O)[O-]